7-(4-bromo-3-chloro-benzoyl)-2-[4-(cyclopropoxy)phenyl]-3-oxo-N-[rac-(1S)-1-[2-fluoro-4-(oxetan-3-yloxy)phenyl]ethyl]-6,8-dihydro-5H-imidazo[1,5-a]pyrazine-1-carboxamide BrC1=C(C=C(C(=O)N2CC=3N(CC2)C(N(C3C(=O)N[C@@H](C)C3=C(C=C(C=C3)OC3COC3)F)C3=CC=C(C=C3)OC3CC3)=O)C=C1)Cl |r|